2-(indazolylmethyl)adenine N1N=C(C2=CC=CC=C12)CC1=NC(=C2NC=NC2=N1)N